6,7-dihydro-5H-pyrrolo[3,4-b]pyridine-3-carboxamide N1=C2C(=CC(=C1)C(=O)N)CNC2